(RS)-5-Chloro-pyridin ClC=1C=CC=NC1